C1C(\C=C\CCC)C(=O)OC1=O trans-3-heptene-1,2-dicarboxylic acid anhydride